[Cl-].NC=1C(OC2=C(C=CC=C2C1)OC)=[NH2+] 3-amino-8-methoxy-2H-chromen-2-iminium chloride